C1=CC=C(C=C1)[C@H](CO)N (-)-phenylglycinol